ClC1=C(OC2=C3C(=NNC3=C(C=C2NC(C2=CC(=CC(=C2)C(F)(F)F)F)=O)C=C)N2C(C3=CC=CC=C3C2=O)=O)C=C(C=C1)F N-(4-(2-chloro-5-fluorophenoxy)-3-(1,3-dioxoisoindolin-2-yl)-7-vinyl-1H-indazol-5-yl)-3-fluoro-5-(trifluoromethyl)benzamide